FC1=C(CN2C(N(N=C2)C2=CC(=C(C=C2)OC2=C(N=C(S2)C2CC(C2)(C)O)C)F)=O)C(=CC=C1)F 4-(2,6-Difluorobenzyl)-2-(3-fluoro-4-((2-(3-hydroxy-3-methylcyclobutyl)-4-methylthiazol-5-yl)oxy)phenyl)-2,4-dihydro-3H-1,2,4-triazol-3-one